(3-(2-(methylthio)propan-2-yl)-1H-1,2,4-triazol-5-yl)methanamine CSC(C)(C)C1=NNC(=N1)CN